NC=1SC2=C(N1)C=CC(=C2C)C(=O)OC methyl 2-amino-7-methylbenzo[d]thiazole-6-carboxylate